COCC1NC(CNC1)C 2-(methoxymethyl)-6-methylpiperazine